Cl.NCCCC(C(=O)O)(C)C 5-amino-2,2-dimethyl-pentanoic acid hydrochloride